2-((8-(4-morpholino-piperidine-1-carbonyl)-2,3-dihydrobenzo[b][1,4]dioxin-5-yl)amino)-4-(propylamino)-7H-pyrrolo[2,3-d]pyrimidine-5-carbonitrile O1CCN(CC1)C1CCN(CC1)C(=O)C1=CC=C(C2=C1OCCO2)NC=2N=C(C1=C(N2)NC=C1C#N)NCCC